copper (I) nicotinic acid C(C1=CN=CC=C1)(=O)O.[Cu+]